3-chloro-4-((2-((4ar,7ar)-hexahydropyrrolo[3,4-b][1,4]oxazin-4(4aH)-yl)pyrido[2,3-b]pyrazin-6-yl)thio)pyridin-2-amine ClC=1C(=NC=CC1SC=1C=CC=2C(=NC=C(N2)N2[C@H]3[C@H](OCC2)CNC3)N1)N